NC1=CC=C(OCCCCS(=O)(=O)O)C=C1 4-(4-aminophenoxy)butane-1-sulfonic acid